C(C1=CC=CC=C1)OC1=NC(=CC=C1C=1C=C(C=CC1C)N1CCC2(CCN(CC2)C(=O)OC(C)(C)C)CC1)OCC1=CC=CC=C1 tert-butyl 9-[3-(2,6-dibenzyloxy-3-pyridyl)-4-methyl-phenyl]-3,9-diazaspiro[5.5]undecane-3-carboxylate